FC(C1=CC=C(S1)C=1C=C2C(=NC1)C=NN2)F 6-[5-(Difluoromethyl)-2-thienyl]pyrazolo[4,3-b]pyridin